tetrahydro-2,7-naphthyridine-2(1H)-carboxamide C1N(CCC2CC=NC=C12)C(=O)N